C1=CC=CC=2C3=CC=CC=C3C(C12)COC(N[C@H](C(=O)N[C@H](C(=O)NC1=CC=C(C=C1)CO)CCCNC(=O)N)C(C)C)=O [(S)-1-[[(S)-1-[[4-(hydroxymethyl)phenyl]amino]-1-oxo-5-ureidopentan-2-yl]amino]-3-methyl-1-oxobutan-2-yl]carbamic acid (9H-fluorene-9-yl)methyl ester